6-Methyl-N-[[6-(4-methylpiperazin-1-yl)-2-pyridyl]sulfonyl]-2-(2,4,6-trimethylphenoxy)pyridin-3-carboxamid CC1=CC=C(C(=N1)OC1=C(C=C(C=C1C)C)C)C(=O)NS(=O)(=O)C1=NC(=CC=C1)N1CCN(CC1)C